N[C@@]1(CN(CC1)C1=C(C=NC(=C1C1=CC(=CC(=C1)F)F)C)C(=O)N[C@@H](C)C1CC1)C 4-[(3S)-3-amino-3-methylpyrrolidin-1-yl]-N-[(1S)-1-cyclopropylethyl]-5-(3,5-difluorophenyl)-6-methylpyridine-3-carboxamide